(1R,3R,4S)-N-((S)-(3-chloro-2,6-difluorophenyl)(4-fluoro-bicyclo[2.2.1]hept-1-yl)methyl)-3-hydroxy-4-(pyridazin-3-ylamino)cyclopentane-1-carboxamide ClC=1C(=C(C(=CC1)F)[C@@H](NC(=O)[C@H]1C[C@H]([C@H](C1)NC=1N=NC=CC1)O)C12CCC(CC1)(C2)F)F